[Mg+2].[NH4+] ammonium magnesium salt